C(C)(C)(C)C=1C=C(C=CC1)C=1N(C2=CC=C(C=C2C1)O)C(=O)OC(C)(C)C tert-butyl 2-(3-(tert-butyl)phenyl)-5-hydroxy-1H-indole-1-carboxylate